3-(N-(2-(pyrrol-1-yl)-5-(tetrazol-1-yl)phenyl)sulfamoyl)-4-cyclopropylbenzoic Acid N1(C=CC=C1)C1=C(C=C(C=C1)N1N=NN=C1)NS(=O)(=O)C=1C=C(C(=O)O)C=CC1C1CC1